NC1=NC=C(C2=C1C=NN2)NC(C(N2[C@H](CC[C@@H](C2)C)C=2C=CC1=C(N=C(S1)C1CCOCC1)C2)=O)=O N-(4-amino-1H-pyrazolo[4,3-c]pyridin-7-yl)-2-oxo-2-[(2R,5S)-5-methyl-2-(2-tetrahydropyran-4-yl-1,3-benzothiazol-5-yl)-1-piperidyl]acetamide